ClC1=NC=C(C(=N1)N1C=C(C2=CC=CC=C12)C(=O)N)Cl 1-(2,5-dichloro-pyrimidin-4-yl)-1H-indole-3-carboxylic acid amide